ClC1=CC=C(C=C1)[C@@]1(N(C(C2=CC(=CC=C12)C(C)(C)O)=O)CC1=CC=C(C=C1)Cl)OCC1(CC1)COC (3R)-3-(4-chlorophenyl)-2-[(4-chlorophenyl)methyl]-6-(2-hydroxyprop-2-yl)-3-{[1-(methoxymethyl)cyclopropyl]methoxy}-2,3-dihydro-1H-isoindol-1-one